C(C)(C)(C)OC(=O)C1CNC2CCC3N(CCC321)C=3C2=C(N=CN3)NC=C2 6-(7H-pyrrolo[2,3-d]pyrimidin-4-yl)octahydrocyclopenta[2,1-b:5,1-b']dipyrrole-3(3aH)-carboxylic acid tert-butyl ester